C(C)C=1OC2=C(N1)C=CC(=C2)COC2=CC=CC(=N2)C2CCN(CC2)CC2=NC1=C(N2C[C@H]2OCC2)C=C(C=C1)C(=O)OC(C)(C)C Tert-butyl (S)-2-((4-(6-((2-ethylbenzo[d]oxazol-6-yl) methoxy) pyridin-2-yl) piperidin-1-yl) methyl)-1-(oxetan-2-ylmethyl)-1H-benzo[d]imidazole-6-carboxylate